α,α'-bis(2,6-dimethyl-4-aminophenyl)-1,3-diisopropylbenzene CC1=C(C(=CC(=C1)N)C)C(C)(C)C1=CC(=CC=C1)C(C)(C)C1=C(C=C(C=C1C)N)C